N-(1'-(2-(1,1-difluoroethyl)-6-(3-methoxypropyl)pyrimidin-4-yl)-1',2'-dihydrospiro[cyclopropane-1,3'-pyrrolo[3,2-c]pyridin]-6'-yl)acetamide FC(C)(F)C1=NC(=CC(=N1)N1CC2(C=3C=NC(=CC31)NC(C)=O)CC2)CCCOC